Cl.N[C@H](C(=O)NCCC1=CC=C(C=C1)C1=CC=C(C=C1)OC(F)(F)F)CCCC (S)-2-amino-N-(2-(4'-(trifluoromethoxy)-[1,1'-biphenyl]-4-yl)ethyl)hexanamide hydrochloride